ClC1=CC=C(C=C1)C=1N=C2C3=C(C=NC2=C(C1)C(=O)OC)N(N=C3)C methyl 2-(4-chlorophenyl)-7-methyl-7H-pyrazolo[3,4-c][1,5]naphthyridine-4-carboxylate